C[C@@H](C(=O)N[C@@H](CCC(=O)N)C(=O)O)N The molecule is a dipeptide formed from L-alanyl and L-glutamine residues. It has a role as a metabolite. It is a tautomer of an Ala-Gln zwitterion.